[I-].C1(=CC=C(C=C1)C1=CC=[N+](C=C1)C)C1=CC=CC=C1 4-([1,1'-biphenyl]-4-yl)-1-METHYLPYRIDIN-1-ium iodide